2-(4-bromophenyl)-1,2-oxazolidin-3-one BrC1=CC=C(C=C1)N1OCCC1=O